copper ornithine N[C@@H](CCCN)C(=O)O.[Cu]